FC=1C(=C(C(=C(C1)[N+](=O)[O-])C)SC)OC1=CC(=CC=C1)I (3-fluoro-2-(3-iodophenoxy)-6-methyl-5-nitrophenyl)(methyl)sulfane